2-(2-cyano-2-(10,10-dioxido-9H-thioxanthen-9-ylidene)acetamido)ethyl methacrylate C(C(=C)C)(=O)OCCNC(C(=C1C2=CC=CC=C2S(C=2C=CC=CC12)(=O)=O)C#N)=O